1-(6-{3-Chloro-2-[(methoxyimino)methyl]phenyl}-3-(3,5-difluorophenyl)chinolin-4-yl)piperidin-4-amin ClC=1C(=C(C=CC1)C=1C=C2C(=C(C=NC2=CC1)C1=CC(=CC(=C1)F)F)N1CCC(CC1)N)C=NOC